CC=1C=C2C(C=C(OC2=C(C1)C(C)NC1=C(C(=O)O)C=CC=C1)C=1C=NC(=CC1)S(=O)(=O)C)=O 2-[1-[6-Methyl-2-(6-methylsulfonyl-3-pyridyl)-4-oxo-chromen-8-yl]ethylamino]benzoic acid